The molecule is an unsaturated fatty acyl-CoA that results from the formal condensation of the thiol group of coenzyme A with the carboxy group of (2E,7Z)-hexadecadienoic acid. It is a long-chain fatty acyl-CoA and an unsaturated fatty acyl-CoA. It is a conjugate acid of a (2E,7Z)-hexadecadienoyl-CoA(4-). CCCCCCCC/C=C\\CCC/C=C/C(=O)SCCNC(=O)CCNC(=O)[C@@H](C(C)(C)COP(=O)(O)OP(=O)(O)OC[C@@H]1[C@H]([C@H]([C@@H](O1)N2C=NC3=C(N=CN=C32)N)O)OP(=O)(O)O)O